6-chloro-N-cyclopropyl-4-{[3-(5-fluoropyrimidin-2-yl)-2-methoxyphenyl]amino}pyridine-3-carboxamide ClC1=CC(=C(C=N1)C(=O)NC1CC1)NC1=C(C(=CC=C1)C1=NC=C(C=N1)F)OC